C(C)(C)(C)OC(C1=CC(=C(C(=C1)CO)O)C)=O tert-butyl-4-hydroxy-3-methyl-5-(hydroxymethyl)-benzoate